CC(C)(COP(=O)([O-])OP(=O)([O-])OC[C@@H]1[C@H]([C@H]([C@@H](O1)N2C=NC3=C(N=CN=C32)N)O)OP(=O)([O-])[O-])[C@H](C(=O)NCCC(=O)NCCSC(=O)C[C@H](CCCCC(=O)[O-])O)O The molecule is an acyl-CoA oxoanion that is the pentaanion of (S)-3-hydroxyoctanedioyl-CoA, arising from deprotonation of phosphate, diphosphate and carboxylic acid functions; major species at pH 7.3. It is a conjugate base of a (S)-3-hydroxyoctanedioyl-CoA.